3-[(4-ethoxybutyl)amino]propanesulfonic acid C(C)OCCCCNCCCS(=O)(=O)O